ClC1=NC=C(C=N1)C(=O)[O-] 2-chloropyrimidine-5-carboxylate